C1(CC1)C1=NOC(=C1)CCN1C(C2=CC=CC=C2C1=O)=O 2-(2-(3-cyclopropylisoxazol-5-yl)ethyl)isoindoline-1,3-dione